N-[(1S)-1-(dicyclopropylmethyl)-2-[4-(3,5-dimethyl-1H-pyrazol-4-yl)anilino]-2-oxo-ethyl]-2-(oxetan-3-ylmethyl)pyrazole-3-carboxamide C1(CC1)C([C@@H](C(=O)NC1=CC=C(C=C1)C=1C(=NNC1C)C)NC(=O)C=1N(N=CC1)CC1COC1)C1CC1